N1(N=CN=C1)CCCNC1=CC=C(C=C1)NCC1CCCCC1 N1-(3-(1H-1,2,4-triazol-1-yl)propyl)-N4-(cyclohexylmethyl)benzene-1,4-diamine